COC(=O)C12CC(C1)(C2)C2=CC=C(C=C2)O.FC2(CC=C(C=C2)S(=O)(=O)NC2=CC=C1CCCN(C1=C2)C(CC2=CC=C(C=C2)F)=O)F 4,4-difluoro-N-(1-(2-(4-fluorophenyl)acetyl)-1,2,3,4-tetrahydroquinolin-7-yl)benzenesulfonamide methyl-3-(4-hydroxyphenyl)bicyclo[1.1.1]pentane-1-carboxylate